2-(piperazine-1-yl)ethane-1-ol N1(CCNCC1)CCO